N-(4-cyano-2,5-difluorophenyl)-6-fluoro-1H-indole-3-sulfonamide C(#N)C1=CC(=C(C=C1F)NS(=O)(=O)C1=CNC2=CC(=CC=C12)F)F